CC1=CC=C(C=C1)N1C(SC=C1C=1C=C(C(=O)NCCCCC2=CC=CC=C2)C=CC1)=O 3-(3-(4-methylphenyl)-4-thiazolinonyl)-N-(4-phenylbutyl)benzamide